Racemic-2-(1-((1-phenyl-1H-tetrazol-5-yl)sulfonyl)propan-2-yl)pyridine C1(=CC=CC=C1)N1N=NN=C1S(=O)(=O)C[C@H](C)C1=NC=CC=C1 |r|